3-aminophenyl-boric acid monohydrate O.NC=1C=C(C=CC1)OB(O)O